(1S,2S)-2-(3-chlorophenyl)-N-(6-(((6-cyclopropylimidazo[1,2-a]pyridin-2-yl)methyl)amino)pyrimidin-4-yl)cyclopropane-1-carboxamide ClC=1C=C(C=CC1)[C@@H]1[C@H](C1)C(=O)NC1=NC=NC(=C1)NCC=1N=C2N(C=C(C=C2)C2CC2)C1